C(#N)COC1=C(C(=C(C=C1)C1=CN=C2N1C=CN=C2NC2=CC(=C(C(=O)NCCNC([C@H](CCCN)N)=O)C=C2)CC)F)F 4-[[3-[4-(cyanomethoxy)-2,3-difluoro-phenyl]imidazo[1,2-a]pyrazin-8-yl]amino]-N-[2-[[(2S)-2,5-diaminopentanoyl]amino]ethyl]-2-ethyl-benzamide